(4aS,8aR)-6-[6-[(5-chloro-3-pyridyl)methyl]-2-azaspiro[3.3]heptane-2-carbonyl]-4,4a,5,7,8,8a-hexahydropyrido[4,3-b][1,4]oxazin-3-one ClC=1C=C(C=NC1)CC1CC2(CN(C2)C(=O)N2C[C@H]3[C@H](OCC(N3)=O)CC2)C1